OC=1C=C(C=CC1O)C(C(=O)O)C 2-(3,4-dihydroxyphenyl)propionic acid